C9-Cis-ethylene oxide C1CO1